COC=1C=C(C2=CC=CC=C2C1)NC(=O)C1=NC(=NC(=C1)N1CCN(CC1)C(C=C)=O)OC[C@H]1N(CCC1)C N-(3-methoxy-1-naphthyl)-2-[[(2S)-1-methylpyrrolidin-2-yl]methoxy]-6-(4-prop-2-enoylpiperazin-1-yl)pyrimidine-4-carboxamide